FC1=CC(=C(C=C1)NC=1C(=NC=NC1)N1CC2(C1)CN(C2)CC2CCOCC2)C=2C(=NC=NC2)C(C)C N-(4-fluoro-2-(4-isopropylpyrimidin-5-yl)phenyl)-4-(6-((tetrahydro-2H-pyran-4-yl)methyl)-2,6-diazaspiro[3.3]heptan-2-yl)pyrimidin-5-amine